tert-butyl 1-amino-14-(4-((tert-butoxycarbonyl)amino)butyl)-17-(4-(4-(4-isobutylphenyl)-butanamido)butyl)-12,15-dioxo-3,6,9-trioxa-13,16-diazaoctadecan-18-oate NCCOCCOCCOCCC(NC(C(NC(C(=O)OC(C)(C)C)CCCCNC(CCCC1=CC=C(C=C1)CC(C)C)=O)=O)CCCCNC(=O)OC(C)(C)C)=O